ClC=1C=C(C=CC1)CC(=O)N[C@@H](C(C)C)C(=O)N[C@H](CCC(=O)OCC)C(=O)OCC Diethyl (2-(3-chlorophenyl)acetyl)-L-valyl-D-glutamate